4-[2-[[1-[(dimethylamino)methyl]cyclopropyl]methoxy]-8-fluoro-4-(1,4-oxazepan-4-yl)pyrido[4,3-d]pyrimidin-7-yl]naphthalen-2-ol CN(C)CC1(CC1)COC=1N=C(C2=C(N1)C(=C(N=C2)C2=CC(=CC1=CC=CC=C21)O)F)N2CCOCCC2